C(\C=C\C(=O)O)(=O)O.ClC1=CC=C(C(C2=CC=CC=C2)(C)OCCC2N(CCC2)C)C=C1 (+)-2-[2-[(p-chloro-alpha-methyl-alpha-phenylbenzyl)oxy]ethyl]-1-methylpyrrolidine hydrogen fumarate